NC1=NC(=C(C=C1C=1C=C2CCNC(C2=CC1)=O)C1=CC=C(C=C1)C1N(CCOC1)C(C)C)F 6-(2-amino-6-fluoro-5-(4-(4-isopropylmorpholin-3-yl)phenyl)pyridin-3-yl)-3,4-dihydroisoquinolin-1(2H)-one